butyl 2-hydroxy-2-methylpropanoate OC(C(=O)OCCCC)(C)C